C(#N)C=1C=C(C=CC1)C1=NN2C(N=C(C=C2)C(=O)N[C@@H](C(C)(C)O)C)=C1C1=CC(=NC(=C1)C)C 2-(3-cyanophenyl)-3-(2,6-dimethyl-4-pyridinyl)-N-[(1R)-2-hydroxy-1,2-dimethyl-propyl]pyrazolo[1,5-a]pyrimidine-5-carboxamide